4-Amino-N-(1-((3-chloro-2-fluorophenyl)amino)-6-methylisoquinolin-5-yl)-6-methylquinazoline-8-formamide NC1=NC=NC2=C(C=C(C=C12)C)C(=O)NC1=C2C=CN=C(C2=CC=C1C)NC1=C(C(=CC=C1)Cl)F